NC[C@H](O)C=1C=NN(C1)C1=C(C=C(C#N)C=C1)OC1=NC(=NC(=C1)OCC1CCC1)C 4-[4-[(1R)-2-amino-1-hydroxyethyl]pyrazol-1-yl]-3-[6-(cyclobutylmethoxy)-2-methylpyrimidin-4-yl]oxybenzonitrile